C(CCCCCCC)OC(=O)NC1=CC(=C(C(=O)O)C=C1)O.C(CCCCCCC)OC(=O)NC1=CC(=C(C(=O)O)C=C1)O.[Zn] zinc bis[4-(octyloxycarbonylamino)-2-hydroxybenzoic acid]